4,6-dimethyl-isophthalic acid CC1=C(C=C(C(=O)O)C(=C1)C)C(=O)O